N(=C=O)CCCCCCNC(=O)NN1C=NC(C=C1C)=O (6-isocyanatohexylaminocarbonylamino)-6-methyl-4[1H]pyrimidinone